ClC1=CC=C(OC2CN(C2)C2=CC=C(C=N2)C=2C=3N(C=C(C2)OCC(C)(C)O)N=CC3C#N)C=C1 4-(6-(3-(4-chlorophenoxy)azetidin-1-yl)pyridin-3-yl)-6-(2-hydroxy-2-methylpropoxy)pyrazolo[1,5-a]pyridine-3-carbonitrile